C(C)(C)(C)OC(=O)N1CC(CC1)N1N=C(C(=C1)C(=O)O)C#CC1=CC(=CC(=C1)OC)OC 1-(1-(tert-butoxycarbonyl)pyrrolidin-3-yl)-3-((3,5-dimethoxyphenyl)ethynyl)-1H-pyrazole-4-carboxylic acid